ClC1=CC(=NC=C1)[C@@H](C)N[S@](=O)C(C)(C)C (R)-N-((R)-1-(4-chloropyridin-2-yl)ethyl)-2-methylpropane-2-sulfinamide